N1=NOC=2C=NC=CC21 [1,2,3]oxadiazolo[5,4-c]pyridine